2-pyrrolidinoate N1C(CCC1)C(=O)[O-]